5-[2-fluoro-6-hydroxy-4-(1-methyl-4-piperidinyl)phenyl]-1,1-dioxo-1,2,5-thiadiazolidin-3-one FC1=C(C(=CC(=C1)C1CCN(CC1)C)O)N1CC(NS1(=O)=O)=O